FC=1C=C(C(=NC1)C(F)(F)F)C 5-fluoro-3-methyl-2-(trifluoromethyl)pyridine